2-(2-benzyloxy-4-bromo-5-fluoro-phenyl)-2-(trifluoromethyl)oxetane C(C1=CC=CC=C1)OC1=C(C=C(C(=C1)Br)F)C1(OCC1)C(F)(F)F